N1N=CC2=CC=C(C=C12)C=1N=C(C=2N(C1)N=CN2)NC2=CC(=C(C=C2)N2CCN(CC2)CCOC)OC 6-(1H-indazol-6-yl)-N-(3-methoxy-4-(4-(2-methoxyethyl)piperazin-1-yl)phenyl)-[1,2,4]triazolo[1,5-a]pyrazin-8-amine